C1(=CC=CC=C1)C=1N=C2SC=CN2C1 6-phenylimidazo[2,1-b]thiazole